C1(CCC1)OC1=CC(=NC2=CC=C(C=C12)N1CC2(C1)CC(C2)\C=C\C=2C(=NOC2C2CC2)C=2C(=NC=CC2)C(F)(F)F)C(=O)OC methyl (E)-4-cyclobutoxy-6-(6-(2-(5-cyclopropyl-3-(2-(trifluoromethyl)pyridin-3-yl)isoxazol-4-yl)vinyl)-2-azaspiro[3.3]heptan-2-yl)quinoline-2-carboxylate